FC1=C(C(=O)P(C2=CC=CC=C2)(C2=CC=CC=C2)=O)C(=CC=C1)F 2,6-Difluorobenzoyldiphenylphosphin oxid